OC=1C=C2N=C3C=CC(=CC3=NC2=CC1O)S(=O)(=O)O 7,8-Dihydroxyphenazine-2-sulfonic acid